(Z)-6-hydroxy-6,8-diphenyl-3-(3,4,5-trimethoxyphenyl)oct-2-en-4,7-diyne-1-al OC(C#C\C(=C/C=O)\C1=CC(=C(C(=C1)OC)OC)OC)(C#CC1=CC=CC=C1)C1=CC=CC=C1